ClC1=CC(=C2C=C(NC2=C1Cl)COC1OCCCC1)OCC#N 2-[[6,7-dichloro-2-(tetrahydropyran-2-yloxymethyl)-1H-indol-4-yl]oxy]acetonitrile